3-chloro-1-(5-(3-fluoro-4-isopropoxyphenyl)-1,2,4-oxadiazol-3-yl)-1H-indole ClC1=CN(C2=CC=CC=C12)C1=NOC(=N1)C1=CC(=C(C=C1)OC(C)C)F